3-((5-nitro-1-(benzenesulfonyl)-1H-pyrrolo[2,3-b]pyridin-4-yl)amino)tetrahydro-2H-pyran-3-carboxylic acid methyl ester COC(=O)C1(COCCC1)NC1=C2C(=NC=C1[N+](=O)[O-])N(C=C2)S(=O)(=O)C2=CC=CC=C2